1-(2-Bromophenyl)-2-(3-fluorophenyl)-2,11-dihydroimidazo[1',5':1,2]pyrido[3,4-b]indol-4-ium BrC1=C(C=CC=C1)C=1N(C=[N+]2C1C=1NC3=CC=CC=C3C1C=C2)C2=CC(=CC=C2)F